methyl 4-(3,5-difluoro-2-(1-fluoroethyl) phenyl)-2-(fluoromethyl)-5-oxo-1,4,5,7-tetrahydrofuro[3,4-b]pyridine-3-carboxylate FC=1C(=C(C=C(C1)F)C1C2=C(NC(=C1C(=O)OC)CF)COC2=O)C(C)F